trans-N-[1-tert-butyl-3-methyl-4-piperidyl]-6-[3-[2-methoxy-4-(methylcarbamoyl)anilino]prop-1-ynyl]-1-(2,2,2-trifluoroethyl)benzimidazole-4-carboxamide C(C)(C)(C)N1C[C@H]([C@@H](CC1)NC(=O)C1=CC(=CC=2N(C=NC21)CC(F)(F)F)C#CCNC2=C(C=C(C=C2)C(NC)=O)OC)C